CN(C)CCCN(CCCN(C)C)CCCN(C)C tri(N,N-dimethylaminopropyl)amine